t-butyl [4-(4-chlorophenyl)-2,3,9-trimethyl-6H-thieno[3,2-f][1,2,4]triazolo[4,3-a][1,4]diazepin-6-yl]carbamate ClC1=CC=C(C=C1)C1=NC(C=2N(C3=C1C(=C(S3)C)C)C(=NN2)C)NC(OC(C)(C)C)=O